2-[1-[6-Methyl-2-(2-methyl-1H-benzimidazol-5-yl)-4-oxo-chromen-8-yl]ethylamino]benzoic acid CC=1C=C2C(C=C(OC2=C(C1)C(C)NC1=C(C(=O)O)C=CC=C1)C1=CC2=C(NC(=N2)C)C=C1)=O